2-(pyrrol-1-yl)cyclopropane-1-carboxylic acid N1(C=CC=C1)C1C(C1)C(=O)O